1-tosyl-1,2,3-triazole S(=O)(=O)(C1=CC=C(C)C=C1)N1N=NC=C1